1-Bromo-3-(2-phenylethynyl)benzene BrC1=CC(=CC=C1)C#CC1=CC=CC=C1